OCCN(CCCCCCCC(=O)OC(CCCCCCCC)CCCCCCCC)CCCCCC(OCCCCCCCCCCC)=O heptadecan-9-yl 8-((2-hydroxy ethyl) (6-oxo-6-(undecyloxy) hexyl)amino)octanoate